C(C)(C)(C)C1=CC(=NN1[C@H]1COCC1)NC=1N(C=2C(=NC=C(C2)OC2=CC(=NC=C2)NC(=O)N2CC(C2)OC)N1)C (R)-N-(4-((2-((5-(tert-butyl)-1-(tetrahydrofuran-3-yl)-1H-pyrazol-3-yl)amino)-1-methyl-1H-imidazo[4,5-b]pyridin-6-yl)oxy)pyridin-2-yl)-3-methoxyazetidine-1-carboxamide